CN1C(=NC(C1)=O)NC(=O)N (4,5-dihydro-1-methyl-4-oxo-1H-imidazole-2-yl)urea